iron (III) bis-aspartic acid N[C@@H](CC(=O)O)C(=O)O.N[C@@H](CC(=O)O)C(=O)O.[Fe+3]